1-(4-(6-chloro-8-fluoro-7-(2-fluoro-6-methoxyphenyl)-2-(2-morpholino-ethoxy)quinazolin-4-yl)piperazin-1-yl)prop-2-en-1-one ClC=1C=C2C(=NC(=NC2=C(C1C1=C(C=CC=C1OC)F)F)OCCN1CCOCC1)N1CCN(CC1)C(C=C)=O